CC(C)CCC[C@@H](C)[C@H]1CC[C@H]2[C@@H]3C(C=C4C=CCC[C@]4(C)[C@H]3CC[C@]12C)=O Cholesta-3,5-diene-7-on